BrC=1C=C2C(=NC1)N=C(N2CC(F)F)C 6-bromo-1-(2,2-difluoroethyl)-2-methyl-1H-imidazo[4,5-b]pyridine